C=1N=CN2C1C(=CC=C2)C(=O)N2C[C@H]([C@@H](CC2)C=2C=C(C=CC2)C)[N+](=O)[O-] imidazo[1,5-a]pyridin-8-yl((3S,4S)-3-nitro-4-(m-tolyl)piperidin-1-yl)methanone